tert-butyl (2R)-1-[6-[[2-(2,2,4-trimethylpyrrolidin-1-yl)pyridine-3-carbonyl]sulfamoyl]-2-pyridyl]pyrrolidine-2-carboxylate CC1(N(CC(C1)C)C1=NC=CC=C1C(=O)NS(=O)(=O)C1=CC=CC(=N1)N1[C@H](CCC1)C(=O)OC(C)(C)C)C